2'-Azido-2'-deoxyguanosine-5'-triphosphate P(O)(=O)(OP(=O)(O)OP(=O)(O)O)OC[C@@H]1[C@H]([C@H]([C@@H](O1)N1C=NC=2C(=O)NC(N)=NC12)N=[N+]=[N-])O